FCCC1CCN(CC1)C(CN1C(=NC=C1)[N+](=O)[O-])=O 1-(4-(2-fluoroethyl)piperidin-1-yl)-2-(2-nitro-1H-imidazol-1-yl)ethan-1-one